1,9-nonanediol dinitrate [N+](=O)([O-])OCCCCCCCCCO[N+](=O)[O-]